5-((3-(benzyloxy)-2,4-difluoro-5-(trifluoromethyl)phenyl)amino)-2-bromo-4-nitropyridine 1-oxide C(C1=CC=CC=C1)OC=1C(=C(C=C(C1F)C(F)(F)F)NC=1C(=CC(=[N+](C1)[O-])Br)[N+](=O)[O-])F